phthalic acid monobenzyl ester monocalcium salt [Ca+2].C(C1=CC=CC=C1)OC(C=1C(C(=O)[O-])=CC=CC1)=O.C(C=1C(C(=O)[O-])=CC=CC1)(=O)OCC1=CC=CC=C1